C1(CC1)N1C([C@@H](OC2(C1)CCN(CC2)CC2=CC=C(C#N)C=C2)C)=O (S)-4-((4-Cyclopropyl-2-methyl-3-oxo-1-oxa-4,9-diazaspiro[5.5]undecan-9-yl)methyl)benzonitril